CC1=NN2C(N=C(C(=C2C)C[C@H]2CN(CC2)C=2C=NC=NC2)C)=N1 (R)-2,5,7-trimethyl-6-((1-(pyrimidin-5-yl)pyrrolidin-3-yl)methyl)-[1,2,4]triazolo[1,5-a]pyrimidine